ClC=1C=NC(=C(C(=O)NC2CCC(CC2)CN2C(N(C3=C2C=CC=C3)C=3C=NC(=CC3)N3C[C@H](CC3)O)=O)C1)C 5-chloro-N-((1S,4r)-4-((3-(6-((S)-3-hydroxypyrrolidin-1-yl)pyridin-3-yl)-2-oxo-2,3-dihydro-1H-benzo[d]imidazol-1-yl)methyl)cyclohexyl)-2-methylnicotinamide